[(pyrrolidin-3-yl)amino]acetamide N1CC(CC1)NCC(=O)N